N(=O)N1C2=C(OCC1)C=CC=C2 4-nitroso-3,4-dihydro-2H-benzo[b][1,4]oxazine